4'-(4-aminopiperidin-1-yl)-5-cyano-N-((5-fluoro-2-hydroxyphenyl)(1H-indol-2-yl)methyl)-[1,1'-biphenyl]-3-carboxamide NC1CCN(CC1)C1=CC=C(C=C1)C1=CC(=CC(=C1)C#N)C(=O)NC(C=1NC2=CC=CC=C2C1)C1=C(C=CC(=C1)F)O